2-(3-(3-(4-fluorophenyl)ureido)propyl)-2H-indazole-3-carboxamide FC1=CC=C(C=C1)NC(NCCCN1N=C2C=CC=CC2=C1C(=O)N)=O